BrC=1C(=C2C(=NC1)NC(=N2)C2=C(N(C(=C2)C)C2=C(C=CC=C2Cl)Cl)C)N[C@@H]2CN(CC2)S(=O)(=O)CC (S)-6-bromo-2-(1-(2,6-dichlorophenyl)-2,5-dimethyl-1H-pyrrol-3-yl)-N-(1-(ethylsulfonyl)pyrrolidin-3-yl)-3H-imidazo[4,5-b]pyridin-7-amine